C(CCCCCCCCC)OCOC=CCCCCC(OCCC)OCCC dipropoxyheptenyl decyloxymethyl ether